S1C=NC2=C1C=CC(=C2)NC(=O)[C@@H]2CN(CC2)S(=O)(=O)C=2C(=CC1=C(CCO1)C2)F (S)-N-(benzo[d]thiazol-5-yl)-1-((6-fluoro-2,3-dihydrobenzofuran-5-yl)sulfonyl)pyrrolidine-3-carboxamide